1,3-bis(2-(4-nitrophenoxy)ethyl)-2-imidazolidinone [N+](=O)([O-])C1=CC=C(OCCN2C(N(CC2)CCOC2=CC=C(C=C2)[N+](=O)[O-])=O)C=C1